2-phenyl-2-cyclopentyl-1,3-dimethoxypropane C1(=CC=CC=C1)C(COC)(COC)C1CCCC1